(S)-2-(6-methoxypyridin-3-yl)morpholine, trifluoroacetic acid salt FC(C(=O)O)(F)F.COC1=CC=C(C=N1)[C@H]1CNCCO1